Di-FluoroGlucose FC([C@H]([C@H]([C@@H]([C@H](C=O)O)O)O)O)(O)F